FC=1C=C2C=NN(C2=CC1C=1C=2C(=NN(C2C=CC1)CC(=O)O)C)C {5'-fluoro-1',3-dimethyl-[4,6'-biindazol]-1-yl}acetic acid